6-(4-chloro-3-propoxy-phenyl)-2-[(2R,5S)-2,5-dimethylpyrrolidin-1-yl]-N-[[6-(pent-4-ynoylamino)-2-pyridyl]sulfonyl]pyridine-3-carboxamide ClC1=C(C=C(C=C1)C1=CC=C(C(=N1)N1[C@@H](CC[C@@H]1C)C)C(=O)NS(=O)(=O)C1=NC(=CC=C1)NC(CCC#C)=O)OCCC